2-amino-6-borono-2-(3-(4-(2,3-difluorobenzyl)piperazin-1-yl)propyl)hexanoic acid NC(C(=O)O)(CCCCB(O)O)CCCN1CCN(CC1)CC1=C(C(=CC=C1)F)F